Methyl (E)-3-Amino-5-(4-(4-(3-(Pyridin-3-Yl)Acrylamido)Butyl)-Piperidine-1-Carbonyl)Benzoate NC=1C=C(C(=O)OC)C=C(C1)C(=O)N1CCC(CC1)CCCCNC(\C=C\C=1C=NC=CC1)=O